C(C)(=O)C=1C2=C(SC1)C=CC=C2 3-Acetylbenzo-[b]thiophene